FC1=CC=C(CC2C[C@@H](N(C2)C(=O)OC(C)(C)C)C(=O)OC(C)(C)C)C=C1 di-tert-butyl (2R)-4-(4-fluorobenzyl)pyrrolidine-1,2-dicarboxylate